SCCC[SiH](OCCC)OCCC 3-mercaptopropyl-dipropoxysilane